Cl[Si](Cl)Cl trichloro-silicon